CN1CCC(CC1)NC(=O)C=1C=NN2C1C=C(C=C2)C2=CNC1=NC=C(C=C12)C=1C=NC=CC1C N-(1-methylpiperidin-4-yl)-5-(5-(4-methylpyridin-3-yl)-1H-pyrrolo[2,3-b]pyridin-3-yl)pyrazolo[1,5-a]pyridine-3-carboxamide